FC1=C(C=CC(=C1)C)C=1CS(C2=CC(=CC=C2C1C1=CC=C(C=C1)O[C@@H]1CN(CC1)CCCF)O)=O 3-(2-fluoro-4-methyl-phenyl)-4-[4-[(3S)-1-(3-fluoropropyl)pyrrolidin-3-yl]oxyphenyl]-1-oxo-2H-thiochromen-7-ol